C(#N)C(C(=O)OCC)NC(=O)C1=CC(=NC=C1)OC ethyl 2-cyano-2-[(2-methoxypyridine-4-carbonyl)amino]acetate